ethyl 2-(4-(5-fluoro-1-methyl-1H-indazol-4-yl)cyclohex-3-en-1-yl)acetate FC=1C(=C2C=NN(C2=CC1)C)C1=CCC(CC1)CC(=O)OCC